C(CCC)OC([C@@H]1[C@H]([C@@H]([C@H]([C@H](O)O1)O)O)O)=O β-D-glucuronic acid butyl ester